CC=1SC(=C(C1C(=O)NC1CC2(CC(C2)C(=O)OC)C1)CC1=CC=C(C=C1)C1=CC=NC=C1)C methyl 6-(2,5-dimethyl-4-(4-(pyridin-4-yl)benzyl)thiophene-3-carboxamido)spiro[3.3]heptane-2-carboxylate